C(#N)C(CCC(=O)O)(C)SC(=S)SCCCCCCCCCCCC 4-cyano-4-(dodecyl-sulfanylthiocarbonyl)sulfanyl-pentanoic acid